OC1=C(N(S(C2=C1C=CC=C2)(=O)=O)C)C(=O)OC methyl 4-hydroxy-2-methyl-2H-1,2-benzothiazine-3-carboxylate-1,1-dioxide